2-(1-((2r,3r)-3-(2,4-difluorophenyl)-3-hydroxy-4-(1H-1,2,4-triazol-1-yl)-2-butyl)piperidin-4-ylidene)-N'-(4-methylbenzylidene)acethydrazide FC1=C(C=CC(=C1)F)[C@]([C@@H](C)N1CCC(CC1)=CC(=O)NN=CC1=CC=C(C=C1)C)(CN1N=CN=C1)O